COC(CCC1=CC2=CC=C(C=C2C=C1)C1=C(C=CC=C1)Br)=O 3-[6-(2-bromo-phenyl)-naphthalen-2-yl]-propionic acid methyl ester